4-cyclopentylmethylene-4H-ferrocene C1(CCCC1)C=C1C=C[CH-]C1.[CH-]1C=CC=C1.[Fe+2]